1-(4-chlorophenyl)urea ClC1=CC=C(C=C1)NC(=O)N